tert-butyl 8-(2-(2-(3,4-dichlorophenyl)-2,2-difluoroacetyl)hydrazine-1-carbonyl)-5-oxo-6-(thiazol-5-ylmethyl)-2,6-diazaspiro[3.4]octane-2-carboxylate ClC=1C=C(C=CC1Cl)C(C(=O)NNC(=O)C1CN(C(C12CN(C2)C(=O)OC(C)(C)C)=O)CC2=CN=CS2)(F)F